5-(4-(3-((2-carbamoylphenyl)carbamoyl)cyclobutyl)piperazin-1-yl)-N-methylpicolinamide C(N)(=O)C1=C(C=CC=C1)NC(=O)C1CC(C1)N1CCN(CC1)C=1C=CC(=NC1)C(=O)NC